FC=1C=C2N(C3=CC=C(C=C3NC2=O)CN2CCC(=CC2)C=2C=NC(=CC2)C(=O)NC)C1 1'-((2-fluoro-4-oxo-4,5-dihydropyrrolo[1,2-a]quinoxalin-7-yl)methyl)-N-methyl-1',2',3',6'-tetrahydro-[3,4'-bipyridine]-6-carboxamide